ClC1=C(C=C(C=C1)C(=O)OC)NCCC(=O)O 3-((2-Chloro-5-(methoxycarbonyl)phenyl)amino)propionic acid